OC[C@@H](C(=O)N[C@H]1CS(C2=C(N(C1=O)CC1=CC=C(C=C1)Cl)C=C(C(=C2)F)C=2OC(=NN2)C(C)(C)C)(=O)=O)NC (2S)-3-hydroxy-2-(methylamino)-N-[(3R)-7-(5-tert-butyl-1,3,4-oxadiazol-2-yl)-5-[(4-chlorophenyl)methyl]-8-fluoro-1,1,4-trioxo-2,3-dihydro-1λ6,5-benzothiazepin-3-yl]propanamide